[4-methoxy-3-(2-{[(S)-phenyl((3R)-1,2,3,4-tetrahydro-1,5-naphthyridin-3-yl)methyl]amino}ethyl)phenyl]acetic acid COC1=C(C=C(C=C1)CC(=O)O)CCN[C@@H]([C@H]1CNC2=CC=CN=C2C1)C1=CC=CC=C1